(1R,4R,12aS)-N-(2,4-difluorobenzyl)-7-hydroxy-6,8-dioxo-1,2,3,4,6,8,12,12a-octahydro-1,4-ethanodipyrido[1,2-a:1',2'-d]pyrazine-9-carboxamide C1CC2CCC1[C@@H]3N2C(=O)C4=C(C(=O)C(=CN4C3)C(=O)NCC5=C(C=C(C=C5)F)F)O